Di-(2-hexyldecyl)-succinat C(CCCCC)C(COC(CCC(=O)OCC(CCCCCCCC)CCCCCC)=O)CCCCCCCC